ClC1=CC(=NC=C1)CNC1=NC=CC(=C1N)OC1(CC1)C N2-((4-chloropyridin-2-yl)methyl)-4-(1-methylcyclopropoxy)pyridine-2,3-diamine